(R,E)-N-(1-(3,5-difluorophenyl)ethyl)-3-(2-(pyridin-3-yl)vinyl)-1H-indazol-5-amine FC=1C=C(C=C(C1)F)[C@@H](C)NC=1C=C2C(=NNC2=CC1)\C=C\C=1C=NC=CC1